(1S,2S,3S,6R)-4-((difluoromethoxy)methyl)-6-((spiro[2.5]octan-6-ylmethyl)amino)cyclohex-4-ene-1,2,3-triol FC(OCC=1[C@@H]([C@@H]([C@H]([C@@H](C1)NCC1CCC2(CC2)CC1)O)O)O)F